6-(4-((4-(1H-pyrazol-4-yl)phenyl)-amino)-pyrimidin-2-yl)-N,N-bis(2-methoxyethyl)-1H-indole-2-carboxamide N1N=CC(=C1)C1=CC=C(C=C1)NC1=NC(=NC=C1)C1=CC=C2C=C(NC2=C1)C(=O)N(CCOC)CCOC